3-(3,3-difluorobutyl)-5-(4-fluorophenyl)-8-methoxy-7-(trifluoromethyl)-2,3-dihydrobenzo[b][1,4]thiazepin-4(5H)-one FC(CCC1C(N(C2=C(SC1)C=C(C(=C2)C(F)(F)F)OC)C2=CC=C(C=C2)F)=O)(C)F